FC(CN1C[C@H](NCC1)C1=CC=C(C(=O)OC)C=C1)(F)F methyl (R)-4-(4-(2,2,2-trifluoroethyl)piperazin-2-yl)benzoate